COC(=O)C1=C(C(=C(C(=C1F)F)C1=CC(=CC(=C1)C)C)F)F 2,3,5,6-tetrafluoro-3',5'-dimethyl-[1,1'-biphenyl]-4-carboxylic acid methyl ester